2-(7-((2S,5R)-2,5-diethyl-4-(1-(thiazolo[4,5-b]pyridin-6-yl)ethyl)piperazin-1-yl)-4-methyl-5-oxo-4,5-dihydro-2H-pyrazolo[4,3-b]pyridin-2-yl)acetonitrile C(C)[C@@H]1N(C[C@H](N(C1)C(C)C=1C=C2C(=NC1)N=CS2)CC)C=2C=1C(N(C(C2)=O)C)=CN(N1)CC#N